2-(p-mentha-1-en-10-yl)cyclopentanone C1(=CCC(CC1)C(C)CC1C(CCC1)=O)C